FC1=CC=C(CN2N=C(N=C2)C(=O)N[C@@H]2C(N(C3=C(OC2)C=CC(=C3)N3CC2(C3)CCOCC2)C)=O)C=C1 (S)-1-(4-fluorobenzyl)-N-(5-methyl-4-oxo-7-(7-oxa-2-azaspiro[3.5]non-2-yl)-2,3,4,5-tetrahydrobenzo[b][1,4]oxaazepin-3-yl)-1H-1,2,4-triazole-3-carboxamide